The molecule is a clavulone that is a chlorinated prostanoid isolated from marine corals. It is a clavulone, a methyl ester, an acetate ester and an alpha-chloroketone. CCCCC/C=C\\C[C@]1(C=C(C(=O)[C@@H]1[C@H]([C@@H]([C@H](CCCC(=O)OC)OC(=O)C)OC(=O)C)OC(=O)C)Cl)OC(=O)C